CC1=CC=C(C=C1)S(=O)(=O)O.CSC1=NC2=CC=CC=C2S1 3-methyl-2-(methylthio)benzothiazolium p-toluenesulfonate